N1=C(C=CC=C1)C=1SC=C(N1)NC(OCC1=CC=CC=C1)=O benzyl N-[2-(2-pyridyl)thiazol-4-yl]carbamate